N1CC(C1)ONC([C@H](C)OC1=CC=C(C=C1)Cl)=O (2S)-N-(azetidin-3-yloxy)-2-(4-chlorophenoxy)propanamide